C(C)(C)(C)OC(=O)N1CC(CC1)OC1=CC2=C(N=CN2C2=NC(=C(C=C2)C(C)=O)N2N=C(C=C2C)C#N)C=C1Br 3-[3-[5-acetyl-6-(3-cyano-5-methyl-pyrazol-1-yl)-2-pyridinyl]-6-bromo-benzimidazol-5-yl]oxypyrrolidine-1-carboxylic acid tert-butyl ester